cis-rac-1-(4-aminopyrimidin-2-yl)-3-fluoro-3-methylpiperidin-4-ol NC1=NC(=NC=C1)N1C[C@]([C@@H](CC1)O)(C)F |r|